Cl.Cl.NCCN1CCN(CC1)C1=CC=C(C=C1)C1C(NC(CC1)=O)=O 3-[4-[4-(2-aminoethyl)piperazin-1-yl]phenyl]piperidine-2,6-dione dihydrochloride